FC(CCC(F)(F)F)[NH3+] tetrafluorobutyl-ammonium